N[C@H](C(=O)N1CC2(CCC2)CC1C(=O)O)C(C)(C)C 6-[(2S)-2-amino-3,3-dimethyl-butanoyl]-6-azaspiro[3.4]octane-7-carboxylic acid